N1C(=NC2=C1C=CC=C2)NC=2C(=NN(C2)C2=C(C=CC=C2F)F)C(=O)N 4-((1H-benzo[d]imidazol-2-yl)amino)-1-(2,6-difluorophenyl)-1H-pyrazole-3-carboxamide